1-[4-(dimethylaminomethylmethoxymethylsilyl)phenyl]-1-phenylethylene CN(C)C[SiH](C1=CC=C(C=C1)C(=C)C1=CC=CC=C1)COC